(R)-pyrrolidin-3-ol HCl Cl.N1C[C@@H](CC1)O